CC1=C(C=C(CN2CCCC23CCN(CC3)C(=O)OC(C(F)(F)F)C(F)(F)F)C=C1)C(F)(F)F 1,1,1,3,3,3-hexafluoropropan-2-yl 1-(4-methyl-3-(trifluoromethyl) benzyl)-1,8-diazaspiro[4.5]decane-8-carboxylate